(1R,5S)-3-(5-(1-(4-Amino-1H-pyrazol-1-yl)ethyl)-4-methylpyrimidin-2-yl)-3-azabicyclo[3.1.0]hexan-2-one NC=1C=NN(C1)C(C)C=1C(=NC(=NC1)N1C([C@@H]2C[C@@H]2C1)=O)C